ClC=1C=C(C(=NC1)OC1CCC2(CN(C2)C(=O)C2CC(C2)(C)O)CC1)C (7-((5-Chloro-3-methylpyridin-2-yl)oxy)-2-azaspiro[3.5]nonan-2-yl)((1s,3s)-3-hydroxy-3-methylcyclobutyl)methanone